FC(C(=O)O)(F)F.CP(C)OP(C)C dimethylphosphinooxide trifluoroacetate